(-)-8-((1R,2R)-2-hydroxy-2-(methyl-d3)cyclopentyl)-6-(difluoromethyl-d)-2-((1-(methylsulfonyl)piperidin-4-yl-4-d)-amino)pyrido[2,3-d]pyrimidin-7(8H)-one O[C@]1([C@@H](CCC1)N1C(C(=CC2=C1N=C(N=C2)NC2(CCN(CC2)S(=O)(=O)C)[2H])C([2H])(F)F)=O)C([2H])([2H])[2H]